4-ethyl-meta-xylene C(C)C1=C(C=C(C=C1)C)C